N-(3-(9H-carbazol-9-yl)phenyl)-3-phenyldibenzo[b,d]furan-4-amine C1=CC=CC=2C3=CC=CC=C3N(C12)C=1C=C(C=CC1)NC1=C(C=CC2=C1OC1=C2C=CC=C1)C1=CC=CC=C1